C(C1=CC=CC=C1)OC1=C(N)C=C(C(=C1)Br)Cl 2-(benzyloxy)-4-bromo-5-chloroaniline